4-(bromomethyl)-2-methyl-1-nitrobenzene BrCC1=CC(=C(C=C1)[N+](=O)[O-])C